C(C)OC1=CN=CC(=N1)C=1C=C2CN(C(C2=CC1)=O)[C@H](CC)C=1N=C(SC1)NS(=O)(=O)C1CC1 (R)-N-(4-(1-(5-(6-ethoxypyrazin-2-yl)-1-oxoisoindolin-2-yl)propyl)thiazol-2-yl)cyclopropanesulfonamide